N-((1R,2R,4S)-7-cyano-7-azabicyclo[2.2.1]heptan-2-yl)-1-(6-cyclopropyl-2-pyridinyl)-4-piperidinecarboxamide C(#N)N1[C@H]2[C@@H](C[C@@H]1CC2)NC(=O)C2CCN(CC2)C2=NC(=CC=C2)C2CC2